(R)-8-(1-aminopropan-2-yl)-N-methylquinoline-4-thiocarboxamide hydrochloride Cl.NC[C@H](C)C=1C=CC=C2C(=CC=NC12)C(NC)=S